ClC1=CC=C(S1)CNC1=CC(=NN1C(C(COC)(C)C)=O)C1(C(NCCC1)=O)C 3-(5-{[(5-chlorothiophen-2-yl)methyl]amino}-1-(3-methoxy-2,2-dimethylpropanoyl)-1H-pyrazol-3-yl)-3-methylpiperidin-2-one